(1S,4aS,5R,7aS)-8-oxo-1,4a,5,7a-tetrahydro-1,5-(epoxymethano)cyclopenta[c]pyran-3-carboxamide O=C1O[C@@H]2OC(=C[C@H]3[C@@H]2C=C[C@H]31)C(=O)N